N-(5-aminobenzo[d]isoxazol-3-yl)-4-methoxybenzamide NC=1C=CC2=C(C(=NO2)NC(C2=CC=C(C=C2)OC)=O)C1